CC(C(=O)OC(C)OC(=O)C=1C(=C(C=C(C1)O)CS(=O)(=O)CC=1C(=C(C(=O)O)C=C(C1)O)O)O)(C)C 3-[[3-[1-(2,2-Dimethylpropionyloxy)ethoxycarbonyl]-2,5-dihydroxy-phenyl]methylsulfonyl-methyl]-2,5-dihydroxy-benzoic acid